C[Si](CCN(C([O-])=O)CCCN[C@H](C(C)(C)C)C=1N(C=C(C1)C1=C(C=CC(=C1)F)F)CC1=CC=CC=C1)(C)C 2-(trimethylsilyl)ethyl[3-({(1R)-1-[1-benzyl-4-(2,5-difluorophenyl)-1H-pyrrol-2-yl]-2,2-dimethylpropyl}amino)propyl]carbamate